C(C)C1=NN=[N+](C(=C1C1=CC=CC=C1)C(=O)[O-])[O-] 4-ethylcarboxylato-5-phenyl-1,2,3-triazine 1-oxide